4-(4-hydroxyphenyl)-5-(4-(4-isopropylpiperazin-1-yl)phenyl)-2,3-dihydrobenzo[b]oxepin-8-ol OC1=CC=C(C=C1)C1=C(C2=C(OCC1)C=C(C=C2)O)C2=CC=C(C=C2)N2CCN(CC2)C(C)C